NC1=NC(=C(C=2N1C(N(N2)CCC)=O)N2C[C@H](O[C@H](C2)C)C)C2=CC=C(C=C2)F 5-amino-8-[(cis)-2,6-dimethylmorpholin-4-yl]-7-(4-fluorophenyl)-2-propyl-[1,2,4]triazolo[4,3-c]pyrimidin-3-one